C1(CC1)C1=NC(=C(C#N)C=C1)N[C@@H]1[C@H](OCCC1)C |r| 6-cyclopropyl-2-(((2RS,3SR)-2-methyltetrahydro-2H-pyran-3-yl)amino)nicotinonitrile